CC1=C(C=C(C=C1)NC(=O)N(C)C)NC(=O)N(C)C (4-methyl-m-phenylene)-bis-(3,3-dimethylurea)